C(CCC)OC(C1=C(C=CC=C1)P(=O)CCOCCCC)=O 2-(butoxyethylphosphinyl)-benzoic acid butyl ester